potassium toluenesulphonate CC1=CC=CC=C1S(=O)(=O)[O-].[K+]